4-bromo-5-ethyl-7,7-difluoro-1-(tetrahydro-2H-pyran-2-yl)-1,7-dihydrocyclopenta[f]indazole BrC1=C2C=NN(C2=CC2=C1C(=CC2(F)F)CC)C2OCCCC2